5-(benzyloxy)-2,4-dichloroaniline C(C1=CC=CC=C1)OC=1C(=CC(=C(N)C1)Cl)Cl